4-(6-(((1r,2r,3s,5s)-2-fluoro-9-azabicyclo[3.3.1]non-3-yl)oxy)pyridazin-3-yl)-3-hydroxybenzonitrile F[C@@H]1[C@H]2CCC[C@@H](C[C@@H]1OC1=CC=C(N=N1)C1=C(C=C(C#N)C=C1)O)N2